4-benzyloxy-1-(4-fluoro-3-methyl-phenyl)indolin-2-one C(C1=CC=CC=C1)OC1=C2CC(N(C2=CC=C1)C1=CC(=C(C=C1)F)C)=O